C1(CC1)[C@]1(C(N(C[C@H]1C)C1=NC=NN2C1=CC(=C2)C=2C=NN(C2)C)=O)C#N (3R,4S)-3-cyclopropyl-4-methyl-1-[6-(1-methylpyrazol-4-yl)pyrrolo[2,1-f][1,2,4]triazin-4-yl]-2-oxopyrrolidine-3-carbonitrile